C(C)OCCO ethylenglycol monoethyl ether